C(C)N1C=C(C(C2=CC(=C(N=C12)N1CCNCC1)F)=O)C(C=CC1=CC=C(C=C1)Br)=O 1-ethyl-6-fluoro-7-piperazin-1-yl-3-(4-bromocinnamoyl)-[1,8]naphthyridin-4(1H)-one